C(#N)C1=C(C=CC(=C1)C(F)(F)F)N1CCC(CC1)(C(=O)N[C@H]1CN(CC1)C)C=1C=NC(=CC1)C1=C(C(=CC(=C1)F)F)OC 1-[2-cyano-4-(trifluoromethyl)phenyl]-4-[6-(3,5-difluoro-2-methoxyphenyl)pyridin-3-yl]-N-[(3R)-1-methylpyrrolidin-3-yl]piperidine-4-carboxamide